FC1(CN(CC1)C=1N=CC=2N(C1)C(=CN2)C2=CC=CC(=N2)N[C@H]2CNC[C@@H]2F)F 6-(6-(3,3-difluoropyrrolidin-1-yl)imidazo[1,2-a]pyrazin-3-yl)-N-((3S,4S)-4-fluoropyrrolidin-3-yl)pyridin-2-amine